[O-]C#N.C1(=CC=CC=C1)C1=CC=CC=C1 Biphenyl cyanate